N-ETHYL-2-(2-FORMYL-6-METHOXYPHENOXY)ACETAMIDE C(C)NC(COC1=C(C=CC=C1OC)C=O)=O